[(3S)-3-[(3S)-3-aminopyrrolidine-1-carbonyl]pyrrolidin-1-yl]-(4,5-dichloro-1H-indol-2-yl)methanone N[C@@H]1CN(CC1)C(=O)[C@@H]1CN(CC1)C(=O)C=1NC2=CC=C(C(=C2C1)Cl)Cl